(S)-2-hydroxy-N-(4-nitrophenylethyl)propionamide O[C@H](C(=O)NCCC1=CC=C(C=C1)[N+](=O)[O-])C